5-amino-N-{2-[4-amino-3-(methoxymethyl)-3-methylpyrrolidin-1-yl]-5,6,7,8-tetrahydroquinolin-6-yl}-2,4-dimethylthieno[2,3-d]pyrimidine-6-carboxamide NC1=C(SC=2N=C(N=C(C21)C)C)C(=O)NC2CC=1C=CC(=NC1CC2)N2CC(C(C2)N)(C)COC